5-{(3R)-1-[(1H-imidazol-2-yl)(1-methylcyclobutyl)methyl]-5',6'-dihydrospiro[pyrrolidine-3,4'-pyrrolo[1,2-b]pyrazol]-2'-yl}-3-(trifluoromethyl)pyridin-2-amine N1C(=NC=C1)C(N1C[C@]2(CCN3N=C(C=C32)C=3C=C(C(=NC3)N)C(F)(F)F)CC1)C1(CCC1)C